5-bromo-7-fluoro-2,3-dihydro-1H-inden-1-amine BrC=1C=C2CCC(C2=C(C1)F)N